methyl 2-((tert-butoxycarbonyl)amino)-5-oxo-5-(1-oxo-1,3-dihydroisobenzofuran-5-yl)pentanoate C(C)(C)(C)OC(=O)NC(C(=O)OC)CCC(C=1C=C2COC(C2=CC1)=O)=O